N1(CCCCC1)C1=C2C=C(N=CC2=CC=N1)NC1CCN(CC1)C(=O)OC(C)(C)C tert-butyl 4-((5-(piperidin-1-yl)-2,6-naphthyridin-3-yl)amino)piperidine-1-carboxylate